(±)-tert-Butyl (1R,3S)-3-(1-(3,4-dichlorobenzyl)-3,7-dimethyl-2,6-dioxo-2,3,6,7-tetrahydro-1H-purin-8-ylamino)cyclohexyl carbonate C(OC(C)(C)C)(O[C@H]1C[C@H](CCC1)NC1=NC=2N(C(N(C(C2N1C)=O)CC1=CC(=C(C=C1)Cl)Cl)=O)C)=O |r|